FC=1C=C(C=CC1F)N1CC2(CC1)CCNCC2 2-(3,4-Difluorophenyl)-2,8-diazaspiro[4.5]decane